(4-Methoxyphenyl)methyl (2R)-2-(tert-butoxycarbonylamino)-3,3-dicyclopropyl-propanoate C(C)(C)(C)OC(=O)N[C@@H](C(=O)OCC1=CC=C(C=C1)OC)C(C1CC1)C1CC1